ClC1=C(C(=C(C(=C1Cl)C)Cl)Cl)C 2,3,5,6-Tetrachloro-p-Xylol